2-(4-butoxyphenyl)-1,3-dithiane C(CCC)OC1=CC=C(C=C1)C1SCCCS1